N-(1-aminomethyl)-1-aminomethylsilanetriol NCNC[Si](O)(O)O